FC1=C(C=C(C(=C1O)O)OC)C1=NC2=C(N1C1(COC1)C)C=CC(=C2)N2C(NCC2)=O 1-(2-(2-fluoro-3,4-dihydroxy-5-methoxyphenyl)-1-(3-methyloxetan-3-yl)-1H-benzo[d]imidazol-5-yl)imidazolidin-2-one